(R)-N-(1-(Naphthalen-1-yl)ethyl)-4-oxo-4H-chromen-2-carboxamid C1(=CC=CC2=CC=CC=C12)[C@@H](C)NC(=O)C=1OC2=CC=CC=C2C(C1)=O